6-(2-amino-5-(4-(cyclopropylmethoxy)-3-((dimethylamino)methyl)phenyl)-6-fluoropyridin-3-yl)-3,4-dihydroisoquinolin-1(2H)-one NC1=NC(=C(C=C1C=1C=C2CCNC(C2=CC1)=O)C1=CC(=C(C=C1)OCC1CC1)CN(C)C)F